ClC=1C=C(CNC(CC)=O)C=CC1F N-(3-chloro-4-fluorobenzyl)propanamide